C(C1=CC=CC=C1)OC(=O)N1CCC2(C[C@@H]([C@H](C2=O)C(F)(F)F)C)CC1 (2R,3S)-3-methyl-1-oxo-2-(trifluoromethyl)-8-azaspiro[4.5]decane-8-carboxylic acid benzyl ester